tert-Butyl (endo)-5-(9-((E)-2-cyanovinyl)-7-fluoro-8-(3-(methoxymethoxy)naphthalen-1-yl)-3-oxo-3,4-dihydropyrazino[2,3-c]quinolin-1(2H)-yl)-2-azabicyclo[2.1.1]hexane-2-carboxylate C(#N)/C=C/C1=CC=2C3=C(C=NC2C(=C1C1=CC(=CC2=CC=CC=C12)OCOC)F)NC(CN3C3C1CN(C3C1)C(=O)OC(C)(C)C)=O